4-chloro-6-hydroxy-2,3-dihydro-1H-inden-1-one ClC1=C2CCC(C2=CC(=C1)O)=O